4-acetamido-1-(2-fluorophenyl)-N-[(1R)-1-[3-nitro-5-(trifluoromethyl)phenyl]ethyl]-6-oxo-pyridazine-3-carboxamide C(C)(=O)NC=1C(=NN(C(C1)=O)C1=C(C=CC=C1)F)C(=O)N[C@H](C)C1=CC(=CC(=C1)C(F)(F)F)[N+](=O)[O-]